N1(CCC1)C1=NC=C(C=N1)N1C=C(C=2C1=NC=C(C2)C=2C(=NOC2C)C)C2=C(C=C(C(=O)O)C=C2)OCC(F)F 4-(1-(2-(azetidin-1-yl)pyrimidin-5-yl)-5-(3,5-dimethylisoxazol-4-yl)-1H-pyrrolo[2,3-b]pyridin-3-yl)-3-(2,2-difluoroethoxy)benzoic acid